N-(2-chloro-4-methylphenyl)-3-nitropyridin-2-amine ClC1=C(C=CC(=C1)C)NC1=NC=CC=C1[N+](=O)[O-]